C(=O)(O)C=1C=[N+](C2=CC=CC=C2C1)C 3-carboxy-1-methylquinolin-1-ium